tert-butyl (3-acetylpyridin-2-yl)carbamate C(C)(=O)C=1C(=NC=CC1)NC(OC(C)(C)C)=O